2-(4-(4-(5-(1-methyl-1H-pyrazol-4-yl)pyrimidin-2-yl)piperazine-1-carbonyl)phenyl)-1H-benzo[d]imidazole-4-carboxamide CN1N=CC(=C1)C=1C=NC(=NC1)N1CCN(CC1)C(=O)C1=CC=C(C=C1)C1=NC2=C(N1)C=CC=C2C(=O)N